2-fluoroprop-1-en FC(=C)C